ClC1=CC=C(C=C1)[C@H](C)OC1=C(NC(=C1)C(=O)NCC(F)(F)F)C(=O)NC (S)-3-(1-(4-chlorophenyl)ethoxy)-N2-methyl-N5-(2,2,2-trifluoroethyl)-1H-pyrrole-2,5-dicarboxamide